C(C)(C)(C)OCC(=O)N(C)[C@H](C(F)(F)F)C1=NC=C(C=C1)NC1CC2=CC=C(C(=C2C1)F)Cl 2-(tert-Butoxy)-N-((1S)-1-(5-((5-chloro-4-fluoro-2,3-dihydro-1H-inden-2-yl)amino)pyridin-2-yl)-2,2,2-trifluoroethyl)-N-methylacetamide